5-(Imidazo[1,2-a]pyridin-6-yl)-N-neopentyl-7H-pyrrolo[2,3-d]pyrimidin-2-amine N=1C=CN2C1C=CC(=C2)C2=CNC=1N=C(N=CC12)NCC(C)(C)C